CC=1C=CC2=C(N=C(O2)C=O)C1 5-METHYL-1,3-BENZOXAZOLE-2-CARBALDEHYDE